C(C=C)N1CCN(CC1)C1=C(C=C(C(=C1)OC)NC1=NC=NC(=C1)N1OCC[C@@H]1C1=CC(=CC=C1)OC1=C(C=CC(=C1)F)F)NC(C=C)=O (R)-N-(2-(4-allylpiperazin-1-yl)-5-((6-(3-(3-(2,5-difluorophenoxy)phenyl)isoxazolidin-2-yl)pyrimidin-4-yl)amino)-4-methoxyphenyl)acrylamide